(4-chloro-5-fluoropyridin-3-yl)methanol ClC1=C(C=NC=C1F)CO